3-formyl-2,4,6-trihydroxybenzoic acid methyl ester COC(C1=C(C(=C(C=C1O)O)C=O)O)=O